water sulfite S(=O)(O)O.O